dimethylsilandiyl-bis(2-methyl-4-phenylindenyl)zirconium dichloride [Cl-].[Cl-].C[Si](=[Zr+2](C1C(=CC2=C(C=CC=C12)C1=CC=CC=C1)C)C1C(=CC2=C(C=CC=C12)C1=CC=CC=C1)C)C